(R)-3-methyl-4-(3-(3-methyl-1H-pyrazol-5-yl)-7-(3-(trifluoromethyl)-1H-1,2,4-triazol-1-yl)isothiazolo[4,5-b]pyridin-5-yl)morpholine C[C@H]1N(CCOC1)C1=CC(=C2C(=N1)C(=NS2)C2=CC(=NN2)C)N2N=C(N=C2)C(F)(F)F